(E)-2-bromo-2-(1,3-dithian-2-yl)phenyl 3-(2-chloro-pyridin-4-yl)acrylate ClC1=NC=CC(=C1)/C=C/C(=O)OC1C(C=CC=C1)(C1SCCCS1)Br